C(C1=CC=CC=C1)SC1=CC=C(C=N1)NC([C@H](CC1=CC=CC=C1)N(C(C1=CC=C(C=C1)F)=O)C)=O (S)-N-(1-(6-(benzylthio)pyridin-3-ylamino)-1-oxo-3-phenylpropan-2-yl)-4-fluoro-N-methylbenzamide